FC1(CCC(CC1)C(NC(=O)C1=CC=NN1C)C=1OC2=C(N1)C=C(C=C2)C2(CCOCC2)N2C(NC(C2)C(F)(F)F)=O)F N-((4,4-difluorocyclohexyl)(5-(4-(2-oxo-4-(trifluoromethyl)imidazolidin-1-yl)tetrahydro-2H-pyran-4-yl)benzo[d]oxazol-2-yl)methyl)-1-methyl-1H-pyrazole-5-carboxamide